5-Fluoro-6-(2-methoxyethoxy)-3-(3-{4-[(1R,4R)-2-oxa-5-azabicyclo[2.2.1]heptan-5-carbonyl]phenyl}-1,2-oxazol-5-yl)-1H-indazol FC=1C=C2C(=NNC2=CC1OCCOC)C1=CC(=NO1)C1=CC=C(C=C1)C(=O)N1[C@H]2CO[C@@H](C1)C2